(S)-3-(pyridin-2-ylmethyl)isoxazolidine methyl-3-(1,4-dimethyl-1H-benzotriazol-5-yl)-3-(7-{[(4-methoxybenzyl)oxy]methyl}-1-benzothiophen-5-yl)-2,2-dimethylpropanoate COC(C(C(C=1C=C(C2=C(C=CS2)C1)COCC1=CC=C(C=C1)OC)C1=C(C2=C(N(N=N2)C)C=C1)C)(C)C)=O.N1=C(C=CC=C1)C[C@@H]1NOCC1